C(C)OC(C[C@H]1[C@H](C(CC1)=O)CCCCC)=O cis-ethyl-3-oxo-2-pentylcyclopentanacetate